(S)-1-(4-cyanopyridin-2-yl)-N-(3-fluorophenyl)-N-((R)-1-(4,4-dimethylcyclohexanecarbonyl)-2,3-dihydro-1H-inden-1-yl)-5-oxopyrrolidine-2-carboxamide C(#N)C1=CC(=NC=C1)N1[C@@H](CCC1=O)C(=O)N([C@@]1(CCC2=CC=CC=C12)C(=O)C1CCC(CC1)(C)C)C1=CC(=CC=C1)F